4-cyclopropyl-3-(3,5-dimethylisoxazol-4-yl)-N-(2-(trifluoromethyl)pyridin-4-yl)isothiazole-5-carboxamide C1(CC1)C=1C(=NSC1C(=O)NC1=CC(=NC=C1)C(F)(F)F)C=1C(=NOC1C)C